5-Fluoro-4,8-dimethyl-1-[2-methyl-4-(1-methyl-1H-pyrazol-4-yl)benzenesulfonyl]-1,2,3,4-tetrahydroquinoxaline FC1=C2N(CCN(C2=C(C=C1)C)S(=O)(=O)C1=C(C=C(C=C1)C=1C=NN(C1)C)C)C